FC=1C(=NC(=NC1)C=1N=C(C=2N(C1)C=CN2)CC2=CC(=C(C=C2)C)F)O 5-Fluoro-2-(8-(3-fluoro-4-methylbenzyl)imidazo[1,2-a]pyrazin-6-yl)pyrimidin-4-ol